methyl-azomethyl-methanol CN=NCCO